P(=O)(O)(O)O.C1(=CC=CC2=CC=CC=C12)C1=CC=CC2=CC=CC=C12 binaphthyl phosphate salt